3-(3-Chlorophenyl)-N-(1-(7-methylthieno[3,2-d]pyrimidin-4-yl)piperidin-4-yl)propanamide ClC=1C=C(C=CC1)CCC(=O)NC1CCN(CC1)C=1C2=C(N=CN1)C(=CS2)C